ClC=1N=CC(=NC1)NN (5-chloropyrazin-2-yl)hydrazine